dimethyloctadecyl[3-(trimethyloxysilyl)propyl]ammonium chloride [Cl-].C[N+](CCC[Si](OC)(OC)OC)(CCCCCCCCCCCCCCCCCC)C